S1C(=CC2=C1C1=C(S2)C=C(S1)C(=O)O)C(=O)O dithieno[3,2-b:2',3'-d]thiophene-2,6-dicarboxylic acid